3,6-Bis(4-bromophenyl)-2,5-dihydropyrrolo[3,4-c]pyrrole-1,4-dione BrC1=CC=C(C=C1)C=1NC(C2=C(NC(C21)=O)C2=CC=C(C=C2)Br)=O